3-(3-hydroxy-3-(trifluoromethyl)pyrrolidine-1-carbonyl)-8-(5-hydroxycyclopent-1-ene-1-yl)-N-(3-methyloxetane-3-yl)imidazo[1,5-a]pyridine-6-sulfonamide OC1(CN(CC1)C(=O)C1=NC=C2N1C=C(C=C2C2=CCCC2O)S(=O)(=O)NC2(COC2)C)C(F)(F)F